Cl.N[C@](C(=O)N1CCN(CC1)C(=O)NC1=NC(N(C=C1)C1=CC=C(C=C1)CC(C)N1CCC2(CC(C2)N)CC1)=O)(CO)C 4-((S)-2-amino-3-hydroxy-2-methylpropanoyl)-N-(1-(4-(2-(2-amino-7-azaspiro[3.5]nonan-7-yl)propyl)phenyl)-2-oxo-1,2-dihydropyrimidin-4-yl)piperazine-1-carboxamide Hydrochloride Salt